2-phenyl-4,6-bis(trichloromethyl)sym-triazine C1(=CC=CC=C1)C1=NC(=NC(=N1)C(Cl)(Cl)Cl)C(Cl)(Cl)Cl